ClC1=NC=2N(C(=C1C1=CC=C(C=C1)OC)OC)N=C(C2C2=CC(=CC=C2)Cl)C2=CC=CC=C2 5-chloro-3-(3-chlorophenyl)-7-methoxy-6-(4-methoxyphenyl)-2-phenylpyrazolo[1,5-a]pyrimidine